CC1=CC=C(C=C1)S(=O)(=O)OCCOCCOS(=O)(=O)C1=CC=C(C=C1)C [2-(p-tolylsulfonyloxy)ethoxy]ethyl 4-methylbenzenesulfonate